O1CCC(=CC1)C1=C(C=C(C=C1C)B1OC(C(O1)(C)C)(C)C)C1(COC1)O 3-(2-(3,6-dihydro-2H-pyran-4-yl)-3-methyl-5-(4,4,5,5-tetramethyl-1,3,2-dioxaborolan-2-yl)phenyl)oxetan-3-ol